CC1=CNC(=C1)C 3,5-dimethyl-1H-pyrrole